4-{[2-(2,6-dioxopiperidin-3-yl)-1-oxoisoindolin-4-yl]amino}butan-1-amine trifluoroacetate FC(C(=O)O)(F)F.O=C1NC(CCC1N1C(C2=CC=CC(=C2C1)NCCCCN)=O)=O